4,4,5,5,6,6,7,7,7-nonafluoro-1-Heptanol FC(CCCO)(C(C(C(F)(F)F)(F)F)(F)F)F